C1(=CC=CC=C1)S(=P(O)(O)O)(C1=CC=CC=C1)C1=CC=CC=C1.C1(=CC=CC=C1)OP(=S)(OC1=CC=CC=C1)OC1=CC=CC=C1 triphenylthiophosphate (triphenyl thiophosphate)